N-(2-(2-methoxyethoxy)ethyl)-5-(1-(2-(2-methoxyethoxy)ethyl)-1H-pyrazol-4-yl)-N-(1-(2-(2-methoxyethoxy)ethyl)-3-(pyridin-2-yl)-1H-pyrazol-4-yl)furan-2-carboxamide Formic Acid Salt C(=O)O.COCCOCCN(C(=O)C=1OC(=CC1)C=1C=NN(C1)CCOCCOC)C=1C(=NN(C1)CCOCCOC)C1=NC=CC=C1